CC(=CCC1=C(C(=C2C(=C1O)C(=O)C(=CO2)C3=CC(=C(C=C3)O)O)CC(C(=C)C)O)O)C The molecule is a hydroxyisoflavone that is isoflavone substituted by hydroxy groups at positions 5, 7, 3' and 4', a prenyl group at position 6 and a 2-hydroxy-3-methylbut-3-enyl moiety at position 8. Isolated from the leaves of Millettia pachycarpa, it exhibits antiestrogenic activity. It has a role as a metabolite and an anti-estrogen. It is a hydroxyisoflavone and a secondary alcohol.